3-(4-((R)-3-((4-(4-chloro-7,7-dimethyl-5-oxo-5,7-dihydroindolo[1,2-a]quinazolin-10-yl)piperidin-1-yl)methyl)-1-oxa-9-azaspiro[5.5]undecan-9-yl)-2,6-difluorophenyl)piperidine-2,6-dione ClC=1C=2C(N=C3N(C2C=CC1)C1=CC(=CC=C1C3(C)C)C3CCN(CC3)C[C@@H]3COC1(CC3)CCN(CC1)C1=CC(=C(C(=C1)F)C1C(NC(CC1)=O)=O)F)=O